ClC1=C(OCC=2C=C(O[C@@H]3[C@@H](N(C3)CC3=NC4=C(N3CC3=CN=CN3CC)C=C(C=C4)C(=O)O)C)C=CC2)C=CC(=C1)Cl 2-{[(2S,3S)-3-{3-[(2,4-dichlorophenoxy)methyl]phenoxy}-2-methylazetidin-1-yl]methyl}-1-[(1-ethyl-1H-imidazol-5-yl)methyl]-1H-1,3-benzodiazole-6-carboxylic acid